ClC1=C(C=NN(C1=O)CC(=O)NC1=CC(=C(C=C1)C)S(N(C)C)(=O)=O)F 2-(5-chloro-4-fluoro-6-oxopyridazin-1(6H)-yl)-N-(3-(N,N-dimethylsulfamoyl)-4-methylphenyl)acetamide